FC(C=1C(=C(C=CC1)[C@@H](C)NS(=O)C(C)(C)C)F)F N-((R)-1-(3-(difluoromethyl)-2-fluorophenyl)ethyl)-2-methylpropane-2-sulfinamide